ClC1=CC2=C(N=CN(C2=O)CC2(CCN(CC2)C(C[C@@H](C(F)F)C2=CC=CC=C2)=O)O)N1C1=CC=C(C=C1)[C@@H]1NCCOC1 6-Chloro-3-((1-((R)-4,4-difluoro-3-phenylbutanoyl)-4-hydroxypiperidin-4-yl)methyl)-7-(4-((S)-morpholin-3-yl)phenyl)-3,7-dihydro-4H-pyrrolo[2,3-d]pyrimidin-4-one